C(CCCC[C@@H]1SC[C@@H]2NC(=O)N[C@H]12)(=O)C(CCCCCCCCCCC(=O)OC[C@@H](OC(CCCCCCC\C=C/CCCCCCCC)=O)COP(=O)(O)OCCN)N 1-(12-biotinyl-(aminododecanoyl))-2-oleoyl-sn-glycero-3-phosphoethanolamine